C1C(CC12CCNCC2)CC2=CC=CC=1N(C(N(C12)C)=O)C1C(NC(CC1)=O)=O 3-(4-(7-Azaspiro[3.5]nonan-2-ylmethyl)-3-methyl-2-oxo-2,3-dihydro-1H-benzo[d]imidazol-1-yl)piperidine-2,6-dione